CN1C(C(=C(C1=O)C)CC1=CC=CC=C1)=O dimethylbenzylmaleimide